C(C)(C)N1N=C(C2=NC(=CC(=C21)NCC=2C(=NC=CC2)C(F)(F)F)C=2C(NC=CC2)=O)C 3-[1-isopropyl-3-methyl-7-[[2-(trifluoromethyl)-3-pyridinyl]methylamino]pyrazolo[4,3-b]pyridin-5-yl]-1H-pyridin-2-one